2-((tert-butoxycarbonyl)amino)-2-(4-chlorophenyl)propanoic acid C(C)(C)(C)OC(=O)NC(C(=O)O)(C)C1=CC=C(C=C1)Cl